N-cyclopropyl-N-(piperidin-4-yl)-6-[4-(1H-pyrazol-4-yl)-1,3-benzothiazol-7-yl]pyridazin-3-amine C1(CC1)N(C=1N=NC(=CC1)C1=CC=C(C=2N=CSC21)C=2C=NNC2)C2CCNCC2